BrC1=NN(C(=C1)C(=O)N(CC)C1=C(C=C(C=C1C(=O)N(C)C)Cl)Br)C1=NC=CC=C1Cl 3-bromo-1-(3-chloropyridin-2-yl)-N-(2-bromo-4-chloro-6-(dimethylaminoformyl)phenyl)-N-ethyl-1H-pyrazole-5-carboxamide